C(C1=CC=CC=C1)[C@@]1([C@H](OCC2=CC=CC=C2)[C@@H](OCC2=CC=CC=C2)[C@@H](OC(CCC(=O)C)=O)[C@H](O1)C(=O)[O-])O[C@@H]1[C@H]([C@H](OCC=C)O[C@@H]([C@@H]1OCC1=CC=CC=C1)COCC1=CC=CC=C1)NC(C(Cl)(Cl)Cl)=O Allyl (benzyl 2,3-di-O-benzyl-4-O-levulinoyl-β-D-galactopyranosyluronat)-(1→3)-4,6-di-O-benzyl-2-deoxy-2-trichloroacetamidO-β-D-galactopyranosid